N-(2-((S)-3-((dimethylamino)-methyl)pyrrolidin-1-yl)-4-methoxy-5-((6-((R)-3-(3-phenoxyphenyl)-isoxazolidin-2-yl)-pyrimidin-4-yl)-amino)phenyl)-acrylamide CN(C)C[C@H]1CN(CC1)C1=C(C=C(C(=C1)OC)NC1=NC=NC(=C1)N1OCC[C@@H]1C1=CC(=CC=C1)OC1=CC=CC=C1)NC(C=C)=O